6-(5-methyl-1H-pyrazol-4-yl)-N-(4-(piperazin-1-yl)pyridin-2-yl)benzo[d]thiazol-2-amine CC1=C(C=NN1)C1=CC2=C(N=C(S2)NC2=NC=CC(=C2)N2CCNCC2)C=C1